5-((3-((4'-chloro-5,5-dimethyl-3,4,5,6-tetrahydro-[1,1'-biphenyl]-2-yl)methyl)-3,8-diazabicyclo[3.2.1]octan-8-yl)methyl)-2-(2,4-dioxotetrahydropyrimidin-1(2H)-yl)isoindoline-1,3-dione ClC1=CC=C(C=C1)C1=C(CCC(C1)(C)C)CN1CC2CCC(C1)N2CC=2C=C1C(N(C(C1=CC2)=O)N2C(NC(CC2)=O)=O)=O